NC(C(=O)C1CCOCC1)=O 4-(2-amino-2-oxoacetyl)tetrahydro-2H-pyran